C(#N)C=1C=CC(=C2N=CC=NC12)N1C[C@H](C[C@H](C1)C(F)(F)F)NC([C@H](C(C)C)O)=O (S)-N-((3S,5R)-1-(8-cyanoquinoxalin-5-yl)-5-(trifluoromethyl)piperidin-3-yl)-2-hydroxy-3-methylbutanamide